ClC1=NC2=CC(=C(C=C2C=N1)C1=C(C(=CC(=C1Cl)OC)OC)Cl)Cl 2,7-dichloro-6-(2,6-dichloro-3,5-dimethoxyphenyl)quinazoline